1-(2-(6-(isothiazol-3-ylamino)-2-(1-methyl-1H-pyrazol-4-yl)pyrimidin-4-yl)-2,7-diazaspiro[3.5]nonan-7-yl)ethan-1-one S1N=C(C=C1)NC1=CC(=NC(=N1)C=1C=NN(C1)C)N1CC2(C1)CCN(CC2)C(C)=O